trans-3-[(3,5-difluorobenzyl)oxy]-N-{2-fluoro-3-[6-oxo-4-(trifluoromethyl)-1,6-dihydropyrimidin-2-yl]-4-(trifluoromethyl)benzyl}cyclobutane-1-carboxamide FC=1C=C(CO[C@@H]2C[C@H](C2)C(=O)NCC2=C(C(=C(C=C2)C(F)(F)F)C=2NC(C=C(N2)C(F)(F)F)=O)F)C=C(C1)F